2-(5-Cyclopropyl-4-(piperazin-1-yl)-7H-pyrrolo[2,3-d]pyrimidin-7-yl)isonicotinonitrile C1(CC1)C1=CN(C=2N=CN=C(C21)N2CCNCC2)C=2C=C(C#N)C=CN2